C(C)(C)(C)OC(=O)N1CC=C(CC1)C1=C(C(=CC=C1)F)C(F)(F)F 4-(3-fluoro-2-(trifluoromethyl)phenyl)-5,6-dihydropyridine-1(2H)-carboxylic acid tert-butyl ester